FC1([C@H](O)[C@@H](O)[C@@H](O1)CO)C1=C(C(NC(N1)=O)=O)C (fluoro-L-arabinofuranosyl)-5-methyluracil